1-(2-Bromo-1-chloroethyl)-3-chlorobenzene BrCC(Cl)C1=CC(=CC=C1)Cl